N[C@H]1CN(C[C@@H]1C)C=1C2=CN(N=C2C=CC1NC(=O)C1=NN(C(C=C1)=O)C1=C(C=CC=C1F)F)C12CC(C1)C2 N-(4-((3R,4S)-3-amino-4-methylpyrrolidin-1-yl)-2-(bicyclo[1.1.1]pentan-1-yl)-2H-indazol-5-yl)-1-(2,6-difluorophenyl)-6-oxo-1,6-dihydropyridazine-3-carboxamide